5-(3-(1-(4-(2,3-Dihydrobenzo[b][1,4]dioxin-6-yl)phenyl)-1H-1,2,3-triazol-4-yl)phenyl)-1H-tetrazole O1C2=C(OCC1)C=C(C=C2)C2=CC=C(C=C2)N2N=NC(=C2)C=2C=C(C=CC2)C2=NN=NN2